(((4-Hexylpyridin-2-yl)amino)methylene)bisphosphonic acid C(CCCCC)C1=CC(=NC=C1)NC(P(O)(O)=O)P(O)(O)=O